2-ethynyl-3,5-difluoropyridine C(#C)C1=NC=C(C=C1F)F